tert-butyl 4-(6-(1-(2-methoxyethyl)-1H-imidazol-4-yl)pyrazolo[1,5-a]pyridin-3-yl)piperazine-1-carboxylate COCCN1C=NC(=C1)C=1C=CC=2N(C1)N=CC2N2CCN(CC2)C(=O)OC(C)(C)C